C(N)(=N)C=1C=C(SC1)CNC(=O)[C@H]1N([C@H]2C[C@]2(C1)C)C(CNC(C1=CC(=CC=C1)OC1=CC=CC=C1)=O)=O (1S,3S,5S)-N-((4-carbamimidoylthiophen-2-yl)methyl)-5-methyl-2-((3-phenoxybenzoyl)glycyl)-2-azabicyclo[3.1.0]hexane-3-carboxamide